(4-((4-methoxylbenzyl)amino)imidazo[1,5-a]quinoxalin-8-yl)(3-(4-(trifluoromethyl)phenyl)morpholino)methanone O(C)C1=CC=C(CNC=2C=3N(C4=CC(=CC=C4N2)C(=O)N2C(COCC2)C2=CC=C(C=C2)C(F)(F)F)C=NC3)C=C1